NC=1N=NC(=CC1C=1C=NN(C1)C1CCN(CC1)C(=O)OC(C)(C)C)C1=C(C=CC=C1)O tert-butyl 4-[4-[3-amino-6-(2-hydroxyphenyl)pyridazin-4-yl]pyrazol-1-yl]piperidine-1-carboxylate